carboxybenzotriazole C1=CC2=NNN=C2C(=C1)C(=O)O